4-(2-chloro-3-fluoro-phenyl)-5-[4-[(3S)-1-(3-fluoropropyl)pyrrolidin-3-yl]oxyphenyl]-2,3-dihydro-1-benzoxepin-8-ol ClC1=C(C=CC=C1F)C=1CCOC2=C(C1C1=CC=C(C=C1)O[C@@H]1CN(CC1)CCCF)C=CC(=C2)O